FC=1C=C2C(=C(C(N(C2=NC1C1=C(C=CC=C1)F)C=1C(=NC=CC1C)C(C)C)=O)[N+](=O)[O-])O 6-fluoro-7-(2-fluorophenyl)-4-hydroxy-1-(2-isopropyl-4-methylpyridin-3-yl)-3-nitro-1,8-naphthyridin-2(1H)-one